C(C)(=O)OCC=CC 2-buten-1-yl acetate